NC=1N=C(C2=C(N1)N(C[C@H]2CC=O)CC2=NC=C(C(=C2C)OC)C)Cl (S)-2-(2-amino-4-chloro-7-((4-methoxy-3,5-dimethylpyridin-2-yl)methyl)-6,7-dihydro-5H-pyrrolo[2,3-d]pyrimidin-5-yl)acetaldehyde